1-methylbenzenesulfonate CC1(CC=CC=C1)S(=O)(=O)[O-]